C(C)(C)(C)N1C[C@H](CCC1)NC1=NC=C(C(=N1)C1=CNC2=CC(=CC=C12)C1=CNC(C(=C1C)C#N)=O)C(F)(F)F tert-butyl-(3S)-3-[[4-[6-(5-cyano-4-methyl-6-oxo-1H-pyridin-3-yl)-1H-indol-3-yl]-5-(trifluoromethyl)pyrimidin-2-yl]amino]piperidine